β,δ-diaminohexanoic acid NC(CC(=O)O)CC(C)N